1,4-diazaphenanthrene N1=CC=NC=2C3=CC=CC=C3C=CC12